C1(CC1)CCC(N1C(CCC=C1)=O)C=1C=CC(=C(C1)NC(=O)C1=CC(=NN1C=1C=C(CNC(OCCCC)=O)C=CC1)C(F)(F)F)F butyl 3-(5-(5-(3-cyclopropyl-1-(2-oxo-3,4-dihydropyridin-1(2H)-yl)propyl)-2-fluorophenylcarbamoyl)-3-(trifluoromethyl)-1H-pyrazol-1-yl)benzylcarbamate